4-Chloro-2-(3,4-methylenedioxyphenyl)quinoline ClC1=CC(=NC2=CC=CC=C12)C1=CC2=C(C=C1)OCO2